tetra-tertiary butyl tetraacetate C(C)(=O)OC(C)(C)C.C(C)(=O)OC(C)(C)C.C(C)(=O)OC(C)(C)C.C(C)(=O)OC(C)(C)C